(2s,3s)-methyl 3-allyl-3-methyl-4-oxopyrrolidine-2-carboxylate C(C=C)[C@]1([C@H](NCC1=O)C(=O)OC)C